Cl.N[C@@H]1CN(CC[C@H]1F)C1=NC2=C(N1CC1=NC=C(C=C1)Cl)C=C(C=C2)C#N 2-((3r,4r)-3-amino-4-fluoropiperidin-1-yl)-1-((5-chloropyridin-2-yl)methyl)-1H-benzo[d]imidazole-6-carbonitrile hydrochloride